The molecule is a primary arylamine that is the derivative of aniline in which the hydrogen at position 4 has been substituted by fluorine. It is used as an intermediate in the manufacture of pharmaceuticals, herbicides and plant growth regulators. It is a primary arylamine and a fluoroaniline. C1=CC(=CC=C1N)F